1-Bromo-3,6-di-tert-butyl-9-phenyl-9H-carbazole BrC1=CC(=CC=2C3=CC(=CC=C3N(C12)C1=CC=CC=C1)C(C)(C)C)C(C)(C)C